5-CHLORO-1-CYCLOHEXYL-3-(METHOXYMETHYL)-1H-PYRAZOLE-4-CARBALDEHYDE ClC1=C(C(=NN1C1CCCCC1)COC)C=O